C(C)(C)(C)C=1C=CC=C(C=O)C1 5-tert-butylbenzaldehyde